C1(CC1)OC1=NN(C=C1NC=O)C(COC)C N-(3-cyclopropoxy-1-(1-methoxypropane-2-yl)-1H-pyrazol-4-yl)carboxamide